L-2,4-dichlorobenzoic acid ClC1=C(C(=O)O)C=CC(=C1)Cl